2-(4-cyclopropyl-6-methoxy-pyrimidin-5-yl)-5-(2,2-difluoroethoxy)-4-[[4-[1-methyl-4-(trifluoromethyl)imidazol-2-yl]phenyl]methoxy]pyrimidine C1(CC1)C1=NC=NC(=C1C1=NC=C(C(=N1)OCC1=CC=C(C=C1)C=1N(C=C(N1)C(F)(F)F)C)OCC(F)F)OC